2-(4-fluorophenoxy)-5-hydroxy-8-chloro-1,7-naphthyridine FC1=CC=C(OC2=NC3=C(N=CC(=C3C=C2)O)Cl)C=C1